6-methoxy-N-methylbenzo[d]oxazole-5-carboxamide COC1=CC2=C(N=CO2)C=C1C(=O)NC